[1,2,4]oxadiazolo[4,3-a]quinoxalin-1-one C1(ON=C2N1C1=CC=CC=C1N=C2)=O